FC1=C(C=CC=C1)NC1=NC(=CC2=C1N(C=N2)C(C)C)C2=CC=C1C(=C2)N(C(C12CCN(CC2)C(=O)C2CCNCC2)=O)C2CC(C2)N2CCCCC2 6-(4-((2-fluorophenyl)amino)-3-isopropyl-3H-imidazo[4,5-c]pyridin-6-yl)-1-((1s,3s)-3-(piperidin-1-yl)cyclobutyl)-1'-(piperidine-4-carbonyl)spiro[indoline-3,4'-piperidin]-2-one